Methyl 4-chloro-1-methyl-1H-pyrazolo[4,3-c][1,7]naphthyridine-8-carboxylate ClC1=NC=2C=NC(=CC2C2=C1C=NN2C)C(=O)OC